FC1=CC(=CC2=CN(N=C12)C)NC(=O)N1CCC=2C1=NC=CC2N2CC(C2)N(C(OC(C)(C)C)=O)C tert-butyl (1-(1-((7-fluoro-2-methyl-2H-indazol-5-yl)carbamoyl)-2,3-dihydro-1H-pyrrolo[2,3-b]pyridin-4-yl)azetidin-3-yl)(methyl)carbamate